FC1=C(C(=O)N)C=CC=C1 2-fluoro-benzamid